C(C)NC(=O)N1[C@H]([C@H](CCC1)NS(=O)(=O)C)CO[C@@H]1CC[C@@H](CC1)C1=CC=CC=C1 (2R,3S)-N-Ethyl-3-((methylsulfonyl)amino)-2-(((cis-4-phenylcyclohexyl)oxy)methyl)piperidine-1-carboxamide